dimercaptobutyrate SC(C(=O)[O-])(CC)S